(6-bromo-1H-indol-1-yl)(cyclopropyl)-methanone BrC1=CC=C2C=CN(C2=C1)C(=O)C1CC1